N-{(1R,6S)-2,2-difluoro-6-[3-(propan-2-yl)-3,8-diazabicyclo[3.2.1]octan-8-yl]cyclohexyl}-4-methyl-4-(4-methylphenyl)piperidine-1-carboxamide FC1([C@@H]([C@H](CCC1)N1C2CN(CC1CC2)C(C)C)NC(=O)N2CCC(CC2)(C2=CC=C(C=C2)C)C)F